C(C=C)(=O)N[C@H]1CN(CCC1)CC=1C=C(C(=O)NC2=CC=C(C=C2)C2=CC3=C(N=CN=C3N3CCOCC3)N2)C=CC1 (R)-3-((3-acrylamidopiperidin-1-yl)methyl)-N-(4-(4-morpholino-7H-pyrrolo[2,3-d]pyrimidin-6-yl)phenyl)benzamide